NC=1C=NC2=CC=C(C=C2N1)CN(C(=O)C=1C=NC(=CC1)C(F)(F)F)C1=CC=CC=2CCS(C21)(=O)=O N-[(3-aminoquinoxalin-6-yl)methyl]-N-(1,1-dioxo-2,3-dihydro-1λ6-benzothiophen-7-yl)-6-(trifluoromethyl)pyridine-3-carboxamide